5-(4-([1,4'-bipiperidin]-4-ylmethyl)piperazin-1-yl)-2-(2,6-dioxopiperidin-3-yl)isoindoline-1,3-dione N1(CCC(CC1)CN1CCN(CC1)C=1C=C2C(N(C(C2=CC1)=O)C1C(NC(CC1)=O)=O)=O)C1CCNCC1